5-carboxamidotryptamine NCCC1=CNC2C=CC(C(N)=O)=CC1=2